(5-{[2-(4-Bromophenyl)imidazo[1,2-a]pyridin-3-yl]methyl}-2,5-diazabicyclo[2.2.2]oct-2-yl)-(3-chloro-6-methoxypyridin-2-yl)methanone BrC1=CC=C(C=C1)C=1N=C2N(C=CC=C2)C1CN1C2CN(C(C1)CC2)C(=O)C2=NC(=CC=C2Cl)OC